ClC1=C(C(=CC=C1)Cl)N1C=2N(C3=C(C1=O)C=NC(=N3)NC3=CC(=C(C(=C3)C)N3C[C@@H](N([C@@H](C3)C)C)C)F)CCN2 6-(2,6-dichlorophenyl)-2-((3-fluoro-5-methyl-4-((3s,5r)-3,4,5-trimethylpiperazin-1-yl)phenyl)amino)-8,9-dihydroimidazo[1,2-a]pyrimido[5,4-e]pyrimidin-5(6H)-one